2-[4-(dimethylamino)phenyl]pyran CN(C1=CC=C(C=C1)C1OC=CC=C1)C